methyl (E)-2-[2-(6-chloropyrimidin-4-yloxy)phenyl]-3-methoxyacrylate ClC1=CC(=NC=N1)OC1=C(C=CC=C1)/C(/C(=O)OC)=C\OC